6-chloro-N-(4-chloro-2-methylphenyl)-2-(2-pyridyl)-5-(trifluoromethyl)-4-pyrimidinamine ClC1=C(C(=NC(=N1)C1=NC=CC=C1)NC1=C(C=C(C=C1)Cl)C)C(F)(F)F